FC1=CC=C(CC2=CC3=C(OC[C@@H](N3)C)N=C2OCCO)C=C1 (S)-2-((7-(4-fluorobenzyl)-2-methyl-2,3-dihydro-1H-pyrido[2,3-b][1,4]oxazin-6-yl)oxy)ethan-1-ol